4-(hydroxymethyl)-6-methyl-isocoumarin OCC1=COC(=O)C2=CC=C(C=C12)C